C(C)OC(=O)[C@H]1[C@H](C1)C1=C(N(C=2C=C3C=NN(C3=CC21)C(=O)OC(C)(C)C)C2=CC(=C(C=C2)F)C)C(C)C tert-butyl 7-[(1S,2R)-2-ethoxycarbonylcyclopropyl]-5-(4-fluoro-3-methyl-phenyl)-6-isopropyl-pyrrolo[2,3-f]indazole-1-carboxylate